6-(6-((Z)-((1R,2R,5R)-6,6-difluoro-2-methoxy-1,5-dimethyl-8-azabicyclo[3.2.1]octan-3-ylidene)methyl)-1,2,4-triazin-3-yl)isoquinolin-7-ol FC1([C@]2(C/C(/[C@H]([C@@](C1)(N2)C)OC)=C/C2=CN=C(N=N2)C=2C=C1C=CN=CC1=CC2O)C)F